ClC=1C=C(C=CC1)[C@H]1C[C@](C(N([C@@H]1C1=CC=C(C=C1)Cl)[C@H](CNS(=O)C(C)(C)C)CC)=O)(C)CC(=O)O 2-((3R,5R,6S)-5-(3-chlorophenyl)-6-(4-chlorophenyl)-1-((S)-1-(1,1-dimethylethylsulfinamido)butan-2-yl)-3-methyl-2-oxopiperidin-3-yl)acetic acid